1-(oxetan-3-yl)pyrrolo[2,3-b]pyridine-5-carboxylic acid O1CC(C1)N1C=CC=2C1=NC=C(C2)C(=O)O